1-{1-[2-Methyl-6-(2,2,2-trifluoro-ethoxy)-pyrimidin-4-yl]-ethyl}-3-(3-trifluoromethyl-bicyclo[1.1.1]pent-1-yl)-urea CC1=NC(=CC(=N1)C(C)NC(=O)NC12CC(C1)(C2)C(F)(F)F)OCC(F)(F)F